2-((E)-(((E)-pyridin-2-ylmethylene)hydrazono)methyl)thiazole N1=C(C=CC=C1)\C=N\N=C\C=1SC=CN1